N=1C=NN2C1C=C(C=C2)OC2=C(C=C(C=C2)NC2=NC=NC1=CC=C(C=C21)NC=2OCC(N2)(C)C)C N4-(4-([1,2,4]Triazolo[1,5-a]Pyridin-7-yloxy)-3-methylphenyl)-N6-(4,4-dimethyl-4,5-dihydrooxazol-2-yl)quinazoline-4,6-diamine